O1CCC(C2=CC=CC=C12)N1N=CC(=C1)B1OC(C(O1)(C)C)(C)C 1-(chroman-4-yl)-4-(4,4,5,5-tetramethyl-1,3,2-dioxaborolan-2-yl)-1H-pyrazole